(Z)-3-(2-(1-(2-aminoacetyl)-5-bromo-1H-indol-3-yl)-2-cyanovinyl)-4-methoxybenzonitrile hydrochloride Cl.NCC(=O)N1C=C(C2=CC(=CC=C12)Br)/C(=C/C=1C=C(C#N)C=CC1OC)/C#N